FC1=C(C=CC(=C1)OCC(F)(F)F)C1=C(N=C2N(C1)C=CC=C2)C(F)(F)F 3-(2-fluoro-4-(2,2,2-trifluoroethoxy)phenyl)-2-(trifluoromethyl)-4H-pyrido[1,2-a]pyrimidin